2,3,4-trioxopentanal O=C(C=O)C(C(C)=O)=O